(S)-N-(4-(3-amino-1-methyl-6-(6-oxohexahydropyrrolo[1,2-a]pyrazin-2(1H)-yl)-1H-pyrazolo[3,4-b]pyridin-4-yl)phenyl)-4-ethoxy-1-(4-fluorophenyl)-2-oxo-1,2-dihydropyridine-3-carboxamide NC1=NN(C2=NC(=CC(=C21)C2=CC=C(C=C2)NC(=O)C=2C(N(C=CC2OCC)C2=CC=C(C=C2)F)=O)N2C[C@H]1N(CC2)C(CC1)=O)C